ethyl (2R,3S,4S,5R)-3-(3,4-difluoro-2-methoxyphenyl)-4,5-dimethyl-5-(trifluoromethyl)tetrahydrofuran-2-carboxylate FC=1C(=C(C=CC1F)[C@H]1[C@@H](O[C@]([C@H]1C)(C(F)(F)F)C)C(=O)OCC)OC